1-Heptyl-2-ethylpyridinium methansulfonat CS(=O)(=O)[O-].C(CCCCCC)[N+]1=C(C=CC=C1)CC